[Pd](Cl)Cl.C1(=CC=CC=C1)P(C1=CC=CC=C1)C1=CC=CC=C1.C1(=CC=CC=C1)P(C1=CC=CC=C1)C1=CC=CC=C1.[Pd] palladium bis(triphenylphosphine) palladium dichloride